2-chloro-N-(1-(5-(7-(1-methyl-1H-pyrazol-4-yl)-1,6-naphthyridin-5-yl)pyridin-2-yl)piperidin-4-yl)benzamide ClC1=C(C(=O)NC2CCN(CC2)C2=NC=C(C=C2)C2=C3C=CC=NC3=CC(=N2)C=2C=NN(C2)C)C=CC=C1